(2R,3R)-3-((3-(1H-pyrazol-1-yl)propyl)disulfanyl)-2-(2,4-difluorophenyl)-1-(1H-1,2,4-triazol-1-yl)butan-2-ol N1(N=CC=C1)CCCSS[C@@H]([C@@](CN1N=CN=C1)(O)C1=C(C=C(C=C1)F)F)C